4,4'-(((5-(tert-butyl)-1,3-phenylene)bis(methylene))bis(oxy))dibenzimidamide dihydrochloride Cl.Cl.C(C)(C)(C)C=1C=C(C=C(C1)COC1=CC=C(C(N)=N)C=C1)COC1=CC=C(C(N)=N)C=C1